4,5-difluoro-4'-(trifluoromethyl)[1,1'-biphenyl]-2-carboxylic acid FC=1C=C(C(=CC1F)C1=CC=C(C=C1)C(F)(F)F)C(=O)O